(S)-2-(3-(6-aminopyridin-2-yl)-4H-1,2,4-triazol-4-yl)propan-1-ol NC1=CC=CC(=N1)C1=NN=CN1[C@H](CO)C